N-{6-bromo-[1,3]thiazolo[4,5-b]pyrazin-2-yl}-4-(2-methoxyphenyl)-6-methylpyridine-3-carboxamide BrC=1N=C2C(=NC1)N=C(S2)NC(=O)C=2C=NC(=CC2C2=C(C=CC=C2)OC)C